C1(=CC=CC=2C(=CC=CC12)S(=O)(=O)O)S(=O)(=O)O.C1(CC1)C([C@@H](C(=O)NC1=CC=C(C=C1)C=1C(=NNC1C)C)NC(=O)C=1N(N=CC1)C(C)C)C1CC1 N-[(1S)-1-(dicyclopropylmethyl)-2-[4-(3,5-dimethyl-1H-pyrazol-4-yl)anilino]-2-oxo-ethyl]-2-isopropyl-pyrazole-3-carboxamide naphthalene-1,5-disulfonic acid salt